NC1=NC=CC2=C1C(=NN2C(C)C)C2=NOC(=C2N2C(CCC2)=O)C2CC2 1-(3-(4-amino-1-isopropyl-1H-pyrazolo[4,3-c]pyridin-3-yl)-5-cyclopropylisoxazol-4-yl)pyrrolidin-2-one